(2-amino-5-(3,5-dimethyl-4-(4-methylpiperazin-1-yl)phenyl)pyridin-3-yl)-N-methylisoquinolin-1-amine NC1=NC=C(C=C1C=1N=C(C2=CC=CC=C2C1)NC)C1=CC(=C(C(=C1)C)N1CCN(CC1)C)C